3-bromo-6-cyclopropylpyrazolo[1,5-a]pyridine BrC=1C=NN2C1C=CC(=C2)C2CC2